N-[5-(1H-benzimidazol-2-yl)-1-[(4-methoxyphenyl)methyl]pyrazol-3-yl]-4-[4-(2-methoxyethyl)piperazin-1-yl]benzamide N1C(=NC2=C1C=CC=C2)C2=CC(=NN2CC2=CC=C(C=C2)OC)NC(C2=CC=C(C=C2)N2CCN(CC2)CCOC)=O